C1(CC1)N(C1=NC(=C(C=C1)S(=O)(=O)CC)C1=NC=2N(C=C1)N=C(N2)C(F)(F)F)C N-cyclopropyl-5-(ethylsulfonyl)-N-methyl-6-(2-(trifluoromethyl)-[1,2,4]triazolo[1,5-a]pyrimidin-5-yl)pyridin-2-amine